(1S,2S)-2-fluoro-N-(2-(4-methoxy-6-(methylamino)pyrimidin-5-yl)-1-methyl-1H-pyrrolo[2,3-c]pyridin-5-yl)cyclopropane-1-carboxamide methyl-((4-methoxyphenyl)sulfonyl)carbamate COC(NS(=O)(=O)C1=CC=C(C=C1)OC)=O.F[C@@H]1[C@@H](C1)C(=O)NC=1C=C2C(=CN1)N(C(=C2)C=2C(=NC=NC2NC)OC)C